(1S,9S)-1-amino-9-ethyl-5-fluoro-9-hydroxy-4-Methyl-1,2,3,9,12,15-hexahydro-10H,13H-benzo[de]pyrano[3',4':6,7]indolizino[1,2-b]quinoline-10,13-dione methanesulfonate CS(=O)(=O)O.N[C@H]1CCC=2C=3C1=C1C(=NC3C=C(C2C)F)C2=CC3=C(C(N2C1)=O)COC([C@]3(O)CC)=O